C(C1=CC=CC=C1)N(C([C@H]([C@H](CC)C)NC(OCC1C2=CC=CC=C2C=2C=CC=CC12)=O)=O)CC(OCC)OCC (9H-fluoren-9-yl)methyl ((2S,3S)-1-(benzyl (2,2-diethoxyethyl)amino)-3-methyl-1-oxopentan-2-yl)carbamate